O1C(OCC1)C1CCN(CC1)C1=C2CCN(C2=CC=C1)C=1C=C(C=2N(N1)C(=CN2)C(=O)N[C@H]2[C@H](C2)F)N(C)CC2=CC=C(C=C2)OC 6-{4-[4-(1,3-dioxolan-2-yl)piperidin-1-yl]-2,3-dihydroindol-1-yl}-N-[(1R,2S)-2-fluorocyclopropyl]-8-{[(4-methoxyphenyl)methyl](methyl)amino}imidazo[1,2-b]pyridazine-3-carboxamide